N-carbamimidoylacetamide C(N)(=N)NC(C)=O